FC=1C=C(C(=NC1)OC)[C@@H]1N(CCC1)C(=O)OC(C)(C)C (R)-tert-butyl 2-(5-fluoro-2-methoxypyridin-3-yl)pyrrolidine-1-carboxylate